CN(C1=CC=C2C(=C3C(O2)=CC=CC(=C3)NC(=O)C3=NC=CC=N3)C1)C N-(N,N-dimethyl-2-aminocyclohepta[b]benzofur-9-yl)pyrimidine-2-carboxamide